N-[4-chloro-3-(3-methyl-2-butenyloxy)phenyl]-2-methyl-3-furanthioamide ClC1=C(C=C(C=C1)NC(=S)C1=C(OC=C1)C)OCC=C(C)C